O1[C@H](COCC1)CN1N=C2C3=C(C[C@@H](C2=C1)C)OC(=C3C(F)(F)F)C(=O)NCC3=NC=C(N=C3)C (4S)-2-{[(2S)-1,4-dioxan-2-yl]methyl}-4-methyl-N-[(5-methylpyrazin-2-yl)methyl]-8-(trifluoromethyl)-4,5-dihydro-2H-furo[2,3-g]indazole-7-carboxamide